FC=1C=C(C=C(C1)F)[C@H](C)N1C=NC(=C1)NC([C@H](C)N1C[C@@H](C(CC1)(F)F)C1=CC=[N+](C=C1)[O-])=O 4-((S)-1-((S)-1-((1-((S)-1-(3,5-difluorophenyl)ethyl)-1H-imidazol-4-yl)amino)-1-oxopropan-2-yl)-4,4-difluoropiperidin-3-yl)pyridine 1-oxide